(R)-6-chloro-7-(2-(((3-chloropyridin-2-yl)oxy)methyl)pyrrolidin-1-yl)-4-oxo-1-(6-(pyrrolidin-1-yl)pyridin-3-yl)-1,4-dihydroquinoline-3-carboxylic acid ClC=1C=C2C(C(=CN(C2=CC1N1[C@H](CCC1)COC1=NC=CC=C1Cl)C=1C=NC(=CC1)N1CCCC1)C(=O)O)=O